NC1=NC=C(C2=C1C(=C(N2C)C2=CC=C(C=C2)NC(C=C)=O)C2=C(C(=C(C=C2)OC2=NC=C(C(=N2)C)F)F)F)C#N N-(4-(4-amino-7-cyano-3-(2,3-difluoro-4-((5-fluoro-4-methylpyrimidin-2-yl)oxy)phenyl)-1-methyl-1H-pyrrolo[3,2-c]pyridin-2-yl)phenyl)acrylamide